NC=1C2=C(N=CN1)N(C(=C2C2=NC=CC=N2)C2=CCC1(CCN(CC1)C(C=C)=O)CC2)C 1-(9-(4-amino-7-methyl-5-(pyrimidin-2-yl)-7H-pyrrolo[2,3-d]pyrimidin-6-yl)-3-azaspiro[5.5]undec-8-en-3-yl)prop-2-en-1-one